C(C)(C)(C)OC(N[C@H](C=C)[C@@H](C)OCC(=C)C)=O (3R,4R)-4-(2-methylallyloxy)pent-1-en-3-ylcarbamic acid tert-butyl ester